2-(4-vinylphenyl)isonicotinic acid C(=C)C1=CC=C(C=C1)C=1C=C(C(=O)O)C=CN1